FC=1C=C(C=NC1)N1C=C2C(C(=C1)NCCC1=CC=C(C=C1)O)=NCN2C(C)C 4-(2-(5-(5-fluoropyridin-3-yl)-3-isopropyl-3H-imidazo[4,5-c]pyridin-7-ylamino)ethyl)phenol